C(C1=CC=CC=C1)N1[C@H](CN(CC1)CC1=NC(=C(C=C1)C)OC)C1=C(C=CC=C1)OC(C)C (2S)-1-benzyl-2-(2-isopropoxyphenyl)-4-[(6-methoxy-5-methylpyridin-2-yl)methyl]piperazine